N7-methylguanosine 5'-diphosphate P(O)(=O)(OP(=O)(O)O)OC[C@@H]1[C@H]([C@H]([C@@H](O1)N1C=[N+](C=2C(=O)NC(N)=NC12)C)O)O